C(CC(O)(C(=O)OC(CCCCCCC\C=C/CCCCCCCC)=O)CC(=O)OC(CCCCCCC\C=C/CCCCCCCC)=O)(=O)OC(CCCCCCC\C=C/CCCCCCCC)=O trioleoyl citrate